2-(1-Cyclohexyl-piperidin-4-yl)-6-fluoro-3-oxo-2,3-dihydro-1H-isoindole-4-carbonitrile C1(CCCCC1)N1CCC(CC1)N1CC=2C=C(C=C(C2C1=O)C#N)F